3H-[1,2,3]triazolo[4,5-b]pyridin-3-yl (R)-7-(2-ethoxy-2-oxoacetyl)-2-fluoro-6-methyl-2,3-dihydro-1H-pyrrolizine-5-carboxylate C(C)OC(C(=O)C=1C(=C(N2C[C@@H](CC12)F)C(=O)ON1N=NC=2C1=NC=CC2)C)=O